N-((4-(3-cyclopropyl-1,2,4-oxadiazol-5-yl)bicyclo[2.2.2]octan-1-yl)methyl)-N-(3-(3-ethyl-1,2,4-oxadiazol-5-yl)phenyl)cyclohexanecarboxamide C1(CC1)C1=NOC(=N1)C12CCC(CC1)(CC2)CN(C(=O)C2CCCCC2)C2=CC(=CC=C2)C2=NC(=NO2)CC